C=C1OC=C(C1)C1=CC=CC=C1 2-methylene-4-phenyl-furan